N-(2-(3-Ethyl-1-oxo-5-(2-oxo-2-((4-(trifluoromethyl)phenyl)amino)ethyl)-1,5-dihydrobenzo[4,5]imidazo[1,2-a]pyridin-2-yl)phenyl)acrylamide C(C)C=1C=C2N(C(C1C1=C(C=CC=C1)NC(C=C)=O)=O)C1=C(N2CC(NC2=CC=C(C=C2)C(F)(F)F)=O)C=CC=C1